FC(C(=O)O)(F)F.ClC1=C(C=CC(=C1NC=1C(=C2C(N(C=NC2=CC1)C)=O)Cl)F)NS(=O)(=O)N1CC(C1)COC N-(2-chloro-3-((5-chloro-3-methyl-4-oxo-3,4-dihydroquinazolin-6-yl)amino)-4-fluorophenyl)-3-(methoxymethyl)azetidine-1-sulfonamide trifluoroacetate